FC(C(=O)O)(F)F.NC1=C2C(=NC=N1)N(N=C2C=2C=CC1=C(N=C(O1)N)C2)CC2=CC=C(C=C2)CN 5-(4-amino-1-(4-(aminomethyl)benzyl)-1H-pyrazolo[3,4-d]pyrimidin-3-yl)benzo[d]oxazol-2-amine trifluoroacetate salt